C(N)(=N)CC(=O)O guanylacetic acid